NCCS(=O)(=O)NC(CCCCCCC\C=C/CCCCCCCC)=O N-((2-aminoethyl)sulfonyl)oleamide